1-(4-methoxybenzyl)-3-((6aR,8R,9R,9aR)-2,2,4,4-tetraisopropyl-9-methoxytetrahydro-6H-furo[3,2-f][1,3,5,2,4]trioxadisilocin-8-yl)pyrimidine-2,4(1H,3H)-dione COC1=CC=C(CN2C(N(C(C=C2)=O)[C@H]2[C@@H]([C@@H]3O[Si](O[Si](OC[C@H]3O2)(C(C)C)C(C)C)(C(C)C)C(C)C)OC)=O)C=C1